2-O-acetyl-3,4,6-tri-O-benzyl-α-D-mannopyranosyl fluoride C(C)(=O)O[C@@H]1[C@H](O[C@@H]([C@H]([C@@H]1OCC1=CC=CC=C1)OCC1=CC=CC=C1)COCC1=CC=CC=C1)F